C1(CCCCC1)C1=CC=C(C=C1)NC=1C2=C(N=C(N1)N(C)CC1CC1)C(N(C2)C(C)C)=O 4-[(4-cyclohexylphenyl)amino]-2-[(cyclopropylmethyl)(methyl)amino]-6-(propan-2-yl)-5,6-dihydro-7H-pyrrolo[3,4-d]pyrimidin-7-one